N1(CCCCC1)C1CCN(CC1)C(=O)O 4-(hexahydropyridin-1-yl)hexahydropyridine-1-carboxylic acid